3-[[4-[3-fluoro-5-isobutyl-2-(2H-tetrazol-5-yl)phenyl]-2,6-dimethyl-piperazin-1-yl]-methyl]pyridazine FC=1C(=C(C=C(C1)CC(C)C)N1CC(N(C(C1)C)CC=1N=NC=CC1)C)C=1N=NNN1